2-[6-(3-methylmorpholin-4-yl)pyridin-3-yl]pyrazolo[1,5-a]pyrimidine-3-carboxylic acid ethyl ester C(C)OC(=O)C=1C(=NN2C1N=CC=C2)C=2C=NC(=CC2)N2C(COCC2)C